C=C1NC2=CC=CC=C2C1 METHYLENEINDOLINE